2-chloro-4-{2-[1-(4-fluorophenyl)-2,5-dimethyl-1H-imidazol-4-yl]ethynyl}pyridine ClC1=NC=CC(=C1)C#CC=1N=C(N(C1C)C1=CC=C(C=C1)F)C